[Br-].O=C1N(C(C2=CC=CC=C12)=O)C(C[Zn+])=O (2-(1,3-dioxoisoindolin-2-yl)-2-oxoethyl)zinc (II) bromide